6-(3-amino-2-chloro-6-fluorophenoxy)-5-fluoro-3-methyl-quinazolin-4(3H)-one NC=1C(=C(OC=2C(=C3C(N(C=NC3=CC2)C)=O)F)C(=CC1)F)Cl